C(CCCCCCC)[N+]1=CN(C=C1)C 3-octyl-1-methylimidazolium